C(C)(=O)N1CC2=CC=C(C=C2C1)N1C(N(C2=C1C=CC=C2)CC2CCC(CC2)NC(C2=C(N=CC(=C2)Cl)C)=O)=O N-((1r,4r)-4-((3-(2-acetylisoindolin-5-yl)-2-oxo-2,3-dihydro-1H-benzo[d]imidazol-1-yl)methyl)cyclohexyl)-5-chloro-2-methylnicotinamide